FC1CCN(CC1)C1=NC(=CC(=N1)C(=O)N)C 2-(4-fluoropiperidin-1-yl)-6-methylpyrimidine-4-carboxamide